The molecule is a steroid glucuronide anion that is the conjugate base of deoxycholic acid 24-O-(beta-D-glucuronide) arising from deprotonation of the carboxylic acid function; major species at pH 7.3. It is a steroid glucosiduronic acid anion, a beta-D-glucosiduronate and a monocarboxylic acid anion. It is a conjugate base of a deoxycholic acid 24-O-(beta-D-glucuronide). C[C@H](CCC(=O)O[C@H]1[C@@H]([C@H]([C@@H]([C@H](O1)C(=O)[O-])O)O)O)[C@H]2CC[C@@H]3[C@@]2([C@H](C[C@H]4[C@H]3CC[C@H]5[C@@]4(CC[C@H](C5)O)C)O)C